t-butyl (2R,5'S)-5'-carbamoyl-3-oxo-4,5-dihydro-3H-spiro[pyrido[2,3-f][1,4]oxazepine-2,3'-pyrrolidine]-1'-carboxylate C(N)(=O)[C@@H]1C[C@]2(CN1C(=O)OC(C)(C)C)OC1=C(CNC2=O)N=CC=C1